4-(7-(pyridin-3-yl)-4-(pyridin-3-yloxy)-6,7-dihydro-5H-pyrrolo[2,3-d]pyrimidin-2-yl)morpholine N1=CC(=CC=C1)N1CCC2=C1N=C(N=C2OC=2C=NC=CC2)N2CCOCC2